1-(5-(4-amino-7-(2-hydroxy-2-methylpropyl)-7H-pyrrolo-[2,3-d]pyrimidin-5-yl)-imidazo[1,2-a]pyridin-8-yl)-3-(5-(1-(trifluoromethyl)-cyclopropyl)isoxazol-3-yl)urea NC=1C2=C(N=CN1)N(C=C2C2=CC=C(C=1N2C=CN1)NC(=O)NC1=NOC(=C1)C1(CC1)C(F)(F)F)CC(C)(C)O